NC(C)(C)C1=C2C=C(N=CC2=C(N=C1)OC1CCC1)NC1=CC=C2C(=N1)CC(OC2=O)(C)C 2-((5-(2-Aminoprop-2-yl)-8-cyclobutoxy-2,7-naphthyridin-3-yl)amino)-7,7-dimethyl-7,8-dihydro-5H-pyrano[4,3-b]pyridin-5-one